(3R,4S)-1-(3-bromopyrrolo[1,2-a]pyrimidin-6-yl)-3-cyclopropyl-4-methyl-2-oxopyrrolidine-3-carbonitrile BrC=1C=NC=2N(C1)C(=CC2)N2C([C@]([C@@H](C2)C)(C#N)C2CC2)=O